4-(3-Benzylphenyl)-7-methyl-8-(trifluoromethyl)-4,5-dihydro-1H-benzo[b][1,4]diazepin-2(3H)-one C(C1=CC=CC=C1)C=1C=C(C=CC1)C1NC2=C(NC(C1)=O)C=C(C(=C2)C)C(F)(F)F